FC(CN1C(=NC=2C1=NC(=CC2)C2=CNC=1N=C(N=C(C12)NC)N[C@@H]1[C@@H](CN(CC1)C)F)C)F 5-(3-(2,2-difluoroethyl)-2-methyl-3H-imidazo[4,5-b]pyridin-5-yl)-N2-((3R,4S)-3-fluoro-1-methylpiperidin-4-yl)-N4-methyl-7H-pyrrolo[2,3-d]pyrimidine-2,4-diamine